(5S,5aS,9R,9aR,10aR)-5-methyl-9-[(1R)-2,2,2-trifluoro-1-hydroxy-ethyl]-1,5,5a,6,7,8,9,9a,10,10a-decahydrooxazolo[3,4-b]isoquinolin-3-one C[C@@H]1N2[C@H](C[C@H]3[C@@H](CCC[C@H]13)[C@H](C(F)(F)F)O)COC2=O